CN(C1=CC=C(C=C1)NC(=O)C1=CC(=C(C=C1)C1=CC=C(C=C1)C(=O)NC1=CC=C(C=C1)N(C)C)C)C N4,N4'-bis(4-(dimethylamino)phenyl)-2-methyl-[1,1'-biphenyl]-4,4'-dicarboxamide